(S)-4-(7-benzyl-2-chloro-5,6,7,8-tetrahydropyrido[3,4-d]pyrimidin-4-yl)-2-(cyanomethyl)piperazine-1-carboxylic acid tert-butyl ester C(C)(C)(C)OC(=O)N1[C@H](CN(CC1)C=1C2=C(N=C(N1)Cl)CN(CC2)CC2=CC=CC=C2)CC#N